ClC1=CC(=C2C=NNC2=C1)C1(C[C@@H]2[C@@H](CN(C2)C(=O)OC(C)(C)C)C1)O (3aR,5r,6aS)-tert-butyl 5-(6-chloro-1H-indazol-4-yl)-5-hydroxyhexahydrocyclopenta[c]pyrrole-2(1H)-carboxylate